dimethoxy-3-glycidoxypropyl-methylsilane CO[Si](C)(CCCOCC1CO1)OC